(±)-tert-butyl 3-((5-(4-amino-2-chloro-5-fluorophenyl)pyridin-2-yl)oxy)pyrrolidine-1-carboxylate NC1=CC(=C(C=C1F)C=1C=CC(=NC1)O[C@H]1CN(CC1)C(=O)OC(C)(C)C)Cl |r|